6-(3-iodo-1-isopropyl-1H-1,2,4-triazol-5-yl)bicyclo[3.1.0]hexan-3-one IC1=NN(C(=N1)C1C2CC(CC12)=O)C(C)C